tert-butyl N-[4-(ethylcarbamoyl)-2-methoxy-phenyl]-N-prop-2-ynyl-carbamate C(C)NC(=O)C1=CC(=C(C=C1)N(C(OC(C)(C)C)=O)CC#C)OC